cadmium-selenium-zinc [Zn].[Se].[Cd]